methyl 2-(tert-butoxycarbonylamino)-4-(1-methylcyclopropyl)butanoate C(C)(C)(C)OC(=O)NC(C(=O)OC)CCC1(CC1)C